N1=C(C=CC=C1)CN1C2=CC=CC(=C2C=2C(=CC=CC12)OCC(=O)O)C(N)=O {9-[(2-Pyridyl)methyl]-5-carbamoylcarbazol-4-yl}oxyacetic acid